OCC=1N(C2=CC(=CC=C2C1)CN1C(C2=CN=CC=C2C=C1)=O)C(=O)OC(C)(C)C tert-butyl 2-(hydroxymethyl)-6-[(1-oxo-2,7-naphthyridin-2-yl)methyl]indole-1-carboxylate